FC1(CC1)S(=O)(=O)NC(OC(C)(C)C)=O tert-butyl ((1-fluorocyclopropyl)sulfonyl)carbamate